C1(=CC=C(C=C1)S(=O)(=O)O[C@@H]1C[C@@H](N(C1)C(=O)OC(C)(C)C)C(=O)OC)C O1-tert-butyl O2-methyl (2R,4R)-4-(p-tolylsulfonyloxy)pyrrolidine-1,2-dicarboxylate